pentaerythritol tetrakis(6-mercaptohexanate) SCCCCCC(=O)OCC(COC(CCCCCS)=O)(COC(CCCCCS)=O)COC(CCCCCS)=O